ethyl 3-((2-chloro-5-(1,3-dioxo-1,3,4,5,6,7-hexahydro-2H-isoindol-2-yl)-4-fluorophenyl)amino)-3-oxopropanoate ClC1=C(C=C(C(=C1)F)N1C(C=2CCCCC2C1=O)=O)NC(CC(=O)OCC)=O